C(C1=CC=CC=C1)OCC1=NN(C(N1CC)=O)C1=C(C=C2C(=N1)C(=COC2=O)C(C)C)F 2-(3-((Benzyloxy)methyl)-4-ethyl-5-oxo-4,5-dihydro-1H-1,2,4-triazol-1-yl)-3-fluoro-8-isopropyl-5H-pyrano[4,3-b]pyridin-5-one